ClC1=C(C=C(OCC(=O)NC23CC(C2)(C3)C=3OC(=NN3)[C@H]3[C@H](C3)C(F)F)C=C1)F 2-(4-Chloro-3-fluoro-phenoxy)-N-[3-[5-[cis-2-(difluoromethyl)cyclopropyl]-1,3,4-oxadiazol-2-yl]-1-bicyclo[1.1.1]pentanyl]acetamide